(isopropyl)amino(methylsulfonyl)hexanamide C(C)(C)C(C(C(=O)N)(S(=O)(=O)C)N)CCC